N-[(4S)-chroman-4-yl]-8-(3,5-dichlorophenyl)-4-isopropyl-1,7-naphthyridine-3-carboxamide O1CC[C@@H](C2=CC=CC=C12)NC(=O)C=1C=NC2=C(N=CC=C2C1C(C)C)C1=CC(=CC(=C1)Cl)Cl